5-amino-2,2',3',4',6'-pentafluoro-5'-iodo-[1,1'-biphenyl]-4-ol NC=1C(=CC(=C(C1)C1=C(C(=C(C(=C1F)I)F)F)F)F)O